4-(2-chloro-4-nitrophenyl)-morpholine ClC1=C(C=CC(=C1)[N+](=O)[O-])N1CCOCC1